CP(=C(C(=O)OCC)C)(C)C ethyl 2-(trimethyl-λ5-phosphanylidene)propanoate